(S)-2-((S)-1-(4-fluorophenyl)-1,2,3,4-tetrahydroisoquinoline-2-carbonyl)-6-oxa-2,9-diazaspiro[4.5]decane-9-carboxylic acid tert-butyl ester C(C)(C)(C)OC(=O)N1CCO[C@]2(CCN(C2)C(=O)N2[C@H](C3=CC=CC=C3CC2)C2=CC=C(C=C2)F)C1